NC=1C(NC2=C3C=CC=NC3=C(C=C2C1C1=C2C=NNC2=C(C=C1)F)C1CN(C1)C(=O)OC(C)(C)C)=O tert-Butyl 3-[3-amino-4-(7-fluoro-1H-indazol-4-yl)-2-oxo-1H-1,7-phenanthroline-6-yl]azetidine-1-carboxylate